COC=1C=C(C=CC1)P(C1=CC(=CC=C1)OC)(C1=CC(=CC=C1)OC)=O tris(3-methoxyphenyl)phosphine oxide